C(#N)C1=C(N=C(S1)N(C1=C(N=C2N1C=C(C=C2)C=2C=NC(=NC2)N2CCN(CC2)C(=O)C2CN(C2)C(=O)OC(C)(C)C)CC)C)C2=CC=C(C=C2)F tert-butyl 3-(4-(5-(3-((5-cyano-4-(4-fluorophenyl)thiazol-2-yl)(methyl)amino)-2-ethylimidazo[1,2-a]pyridin-6-yl) pyrimidin-2-yl)piperazine-1-carbonyl)azetidine-1-carboxylate